4-methyl-5-nitropyridin-2-amine CC1=CC(=NC=C1[N+](=O)[O-])N